1-(6-fluoro-1-methylpyrido[4,3-e][1,2,4]triazolo[4,3-a]pyrimidin-5-yl)-6-((1-(trifluoromethyl)cyclopropyl)ethynyl)-1,2,3,5-tetrahydrobenzo[e][1,4]oxazepine FC1=CN=CC2=C1C(=NC=1N2C(=NN1)C)N1CCOCC2=C1C=CC=C2C#CC2(CC2)C(F)(F)F